C(C)(C)(C)OC(=O)N1C[C@H]([C@@H](CC1)NC(=O)C1=NOC(=C1)C1=C(C=C(C=C1)F)F)C(N(C)CC)=O (3R,4R)-4-{[5-(2,4-difluoro-phenyl)-isoxazole-3-carbonyl]-amino}-3-(ethyl-methyl-carbamoyl)-piperidine-1-carboxylic acid tert-butyl ester